FC1(C(CNCC1)C1=CN=C(C(=N1)N)OC)F 6-(4,4-difluoropiperidin-3-yl)-3-methoxypyrazin-2-amine